(S)-tert-butyl (1-hydroxy-2-phenylpropan-2-yl)carbamate OC[C@](C)(C1=CC=CC=C1)NC(OC(C)(C)C)=O